C1OCC12CN(C2)C2CCC(CC2)NC=2C=1C=C(N(C1C=CC2)CC(F)(F)F)C#CCNC2=C(C=C(C=C2)S(=O)(=O)CC)OC N-((1S,4S)-4-(2-oxa-6-azaspiro[3.3]heptan-6-yl)cyclohexyl)-2-(3-((4-(ethylsulfonyl)-2-methoxy-phenyl)amino)prop-1-yn-1-yl)-1-(2,2,2-trifluoro-ethyl)-1H-indol-4-amine